C1(CCC1)NC=1C(=NC=C(C1)C1CC1)C(=O)O 3-(Cyclobutylamino)-5-cyclopropylpyridine-2-carboxylic acid